6-bromo-2-chloro-4-trifluoromethylquinazoline BrC=1C=C2C(=NC(=NC2=CC1)Cl)C(F)(F)F